OC1CCC(CC1)N(C(NC=1SC(=CN1)C#CC=1C=C(C(=O)NC2=NC=CC(=C2)C(F)(F)F)C=CC1C)=O)C 3-((2-(3-(4-hydroxycyclohexyl)-3-methylureido)thiazol-5-yl)ethynyl)-4-methyl-N-(4-(trifluoromethyl)pyridin-2-yl)benzamide